ClC1=C2C(=NC=C1OC=1C=NN3C1C=NC(=C3)NC)N=C(N2C)NC2=CC(=CC(=C2)C(F)(F)F)CN2CCCC2 7-chloro-1-methyl-6-((6-(methylamino)pyrazolo[1,5-a]pyrazin-3-yl)oxy)-N-(3-(pyrrolidin-1-ylmethyl)-5-(trifluoromethyl)phenyl)-1H-imidazo[4,5-b]pyridin-2-amine